CN(C1=C(C=CC=C1)N)C N,N-dimethyl-phenylenediamine